hydroxy(tosyloxy)iodobenzene CC1=CC=C(C=C1)S(=O)(=O)OI(C2=CC=CC=C2)O